NC=1NC(C=2N(C(N(C2N1)[C@@H]1O[C@@H](C[C@H]1O)CO)=O)C\C=C\C1=CC=CC=C1)=O 2-amino-7-(E)-cinnamyl-9-((2R,3R,5S)-3-hydroxy-5-(hydroxymethyl)tetrahydrofuran-2-yl)-7,9-dihydro-1H-purine-6,8-dione